N[C@@H](CO)C(=O)O.OC(C)C1=NC=CN1C=C 1-hydroxyethyl-3-vinylimidazole serine salt